tert-butyl (11-((3-(2-((2,6-dioxopiperidin-3-yl)amino)-2-oxoethyl)phenyl)amino)-11-oxoundecyl)carbamate O=C1NC(CCC1NC(CC=1C=C(C=CC1)NC(CCCCCCCCCCNC(OC(C)(C)C)=O)=O)=O)=O